COC1=NC=CC(=C1)C1=CC=C2C(CCO2)=C1N 5-(2-methoxy-4-pyridyl)-2,3-dihydrobenzofuran-4-amine